BrC=1C=NN(C1)CC1CS(C1)(=O)=O 3-[(4-bromopyrazol-1-yl)methyl]thietane 1,1-dioxide